C(C1=CC=CC=C1)N1C(=NC2=C1C=CC=C2C(=O)N)C=2OC=CC2 1-benzyl-2-(furan-2-yl)-1H-benzo[d]imidazole-4-carboxamide